C1(CCCC1)N1C(C=NC=2C=NC(=NC12)NC1=CC2=C(N(N=N2)C)C=C1)=O 8-cyclopentyl-2-((1-methyl-1H-benzo[d][1,2,3]triazol-5-yl)amino)pteridin-7(8H)-one